beta-penten-ol C(C=CCC)O